BrC=1C=C(C=C2C=CN(C(C12)=O)CC(=O)O)F 2-(8-bromo-6-fluoro-1-oxo-2-isoquinolinyl)acetic acid